3-[4-(1-Ethyl-1H-pyrazol-4-yl)-2-fluorophenyl]-5-(trifluoromethyl)-4,5-dihydro-1,2-oxazol-5-ol C(C)N1N=CC(=C1)C1=CC(=C(C=C1)C1=NOC(C1)(O)C(F)(F)F)F